1-(4-methoxyphenyl)-6-(4-aminophenyl)-7-oxo-4,5,6,7-tetrahydro-1H-pyrazolo[3,4-c]pyridine COC1=CC=C(C=C1)N1N=CC2=C1C(N(CC2)C2=CC=C(C=C2)N)=O